O1N=NC=2C=NC=CC21 [1,2,3]oxadiazolo[4,5-c]pyridine